N-[(1R)-1-(1H-indol-3-ylmethyl)-2-oxo-2-[[(1R)-4-phenyl-1-(4,4,5,5-tetramethyl-1,3,2-dioxaborolan-2-yl)butyl]amino]ethyl]pyrazine-2-carboxamide N1C=C(C2=CC=CC=C12)C[C@H](C(N[C@@H](CCCC1=CC=CC=C1)B1OC(C(O1)(C)C)(C)C)=O)NC(=O)C1=NC=CN=C1